(-)-4-(p-Tolyl)-3,4-dihydrobenzo[e][1,2,3]oxathiazine 2,2-dioxide C1(=CC=C(C=C1)C1NS(OC2=C1C=CC=C2)(=O)=O)C